OCCCCCNC(=O)OC(C)(C)C tert-Butyl (5-hydroxypentyl)aminocarboxylate